CCC(CC)NC(=O)C1=CC=CC=C1 N-diethyl-methylbenzamide